5-hydroxy-1-(3-methoxyphenyl)-N,2-dimethyl-4-(piperidin-1-ylmethyl)-1H-indole-3-carboxamide OC=1C(=C2C(=C(N(C2=CC1)C1=CC(=CC=C1)OC)C)C(=O)NC)CN1CCCCC1